N,N-di-sec-butylphenylenediamine C(C)(CC)N(C1=C(C=CC=C1)N)C(C)CC